(1-methylpiperidin-3-yl)-N-(oxolan-3-yl)sulfamide hydrochloride Cl.CN1CC(CCC1)N(S(=O)(=O)N)C1COCC1